CC1(CC1)NS(O)(=O)=O N-(1-Methylcyclopropyl)Sulfamic Acid